O[C@@H](CCS(=O)(=O)N(CC1=CC=C(C=C1)OC)CC1=CC=C(C=C1)OC)C=C (S)-3-HYDROXY-N,N-BIS(4-METHOXYBENZYL)PENT-4-ENE-1-SULFONAMIDE